NC1=C2N(C(N(C2=NC=N1)C1CCN(CC1)CC1CCN(CC1)C1CCN(CC1)C=1C=C2C(N(C(C2=CC1)=O)C1C(NC(CC1)=O)=O)=O)=O)C1=CC=C(C=C1)OC1=CC=CC=C1 5-(4-((4-(6-amino-8-oxo-7-(4-phenoxyphenyl)-7,8-dihydro-9H-purin-9-yl)piperidin-1-yl)methyl)-[1,4'-bipiperidin]-1'-yl)-2-(2,6-dioxopiperidin-3-yl)isoindoline-1,3-dione